C(C)(C)(C)OC(=O)N1[C@@H](CN(CC1)C=1C2=C(N=CN1)N(C=C2C2=NC=CC=C2)C2=NC=CC(=C2)C#N)C (R)-4-(7-(4-cyanopyridin-2-yl)-5-(pyridin-2-yl)-7H-pyrrolo[2,3-d]pyrimidin-4-yl)-2-methylpiperazine-1-carboxylic acid tert-butyl ester